C(#N)CN1N=C(C(=C1)NC(=O)C=1C=NN2C1N=CC=C2)C2=C(C=CC(=C2)S(=O)(=O)C)OC(F)F N-[1-(cyanomethyl)-3-[2-(difluoromethoxy)-5-methanesulfonylphenyl]-1H-pyrazol-4-yl]Pyrazolo[1,5-a]Pyrimidine-3-carboxamide